11-(4-(4,4,5,5-tetramethyl-1,3,2-dioxaborolan-2-yl)phenyl)naphtho[2',3':4,5]thieno[2,3-c]phenanthro[1',2':4,5]imidazo[1,2-a]pyridine CC1(OB(OC1(C)C)C1=CC=C(C=C1)C1=CC=CC2=CC3=C(C4=C(C=5N(C=C4)C4=C(N5)C=5C=CC=6C=CC=CC6C5C=C4)S3)C=C12)C